(R)-3-mercapto-N-((R)-3-mercapto-1-(((R)-3-mercapto-1-(methylamino)-1-oxoprop-2-yl)amino)-1-oxoprop-2-yl)-2-(methylamino)propionamide trifluoroacetate FC(C(=O)O)(F)F.SC[C@@H](C(=O)N[C@H](C(=O)N[C@H](C(=O)NC)CS)CS)NC